C(C)(C)(C)OC(=O)N1C(CCCC1)CN1N=C(C=C1)COC1=C(C=C(C=C1)Cl)Cl ((3-((2,4-dichlorophenoxy)methyl)-1H-pyrazol-1-yl)methyl)piperidine-1-carboxylic acid tert-butyl ester